BrC=1C(=NC(=NC1)NC=1C(=NC(=C(C1)CC)C1CCNCC1)OC)NC=1C(=C2N=CC=NC2=CC1)P(C)C (6-((5-bromo-2-((5-ethyl-2-methoxy-6-(piperidin-4-yl)pyridin-3-yl)amino)pyrimidin-4-yl)amino)quinoxalin-5-yl)dimethylphosphine